BrC(CO)(C(F)(F)F)F 2-bromo-2,3,3,3-tetrafluoropropanol